6-(5,6-difluoro-1H-indazol-3-yl)-2-methoxypyridin-3-amine FC=1C=C2C(=NNC2=CC1F)C1=CC=C(C(=N1)OC)N